2-tetradecylsulfanylethyl 3-[3-imidazol-1-ylpropyl-[3-oxo-3-(2-tetradecylsulfanylethoxy)propyl]amino]propanoate N1(C=NC=C1)CCCN(CCC(=O)OCCSCCCCCCCCCCCCCC)CCC(OCCSCCCCCCCCCCCCCC)=O